3-(4-fluorophenyl)propanoate FC1=CC=C(C=C1)CCC(=O)[O-]